N1N=CC2=CC(=CC=C12)NC1=NC(=NC=C1)C=1C=CC2=C(OC(CO2)C(=O)NC2=CN=NC=C2)C1 7-(4-((1H-indazol-5-yl)amino)pyrimidin-2-yl)-N-(pyridazin-4-yl)-2,3-dihydrobenzo[b][1,4]dioxine-2-carboxamide